C(CC)OC(=O)C1=C(N=C(S1)NC(CCNC(C1=CC(=CC(=C1)C(=O)OC)C#N)=O)=O)C 2-[3-[(3-cyano-5-methoxycarbonyl-benzoyl)amino]propionylamino]-4-methyl-thiazole-5-carboxylic acid propyl ester